FC(C1=C(OC2C3C4=C(C2CC3)C=C(C=C4)OC4=C(C=C(C=C4)N)C(F)(F)F)C=CC(=C1)N)(F)F 3,6-bis(2-trifluoromethyl-4-aminophenoxy)benzonorbornene